ClC1=C(C=C(C=C1)N1C(=NC2=C(C=C(C=C2C1=O)[N+](=O)[O-])C)[C@@H]1NCCC1)F (R)-3-(4-chloro-3-fluorophenyl)-8-methyl-6-nitro-2-(pyrrolidin-2-yl)quinazolin-4(3H)-one